C(C)NC(=O)C1=NC=CC(=C1)N1C(CCCC1)C=O N-ETHYL-4-(2-FORMYLPIPERIDIN-1-YL)PYRIDINE-2-CARBOXAMIDE